di-tert-butyl ((2R,4S)-2-fluoro-5-(11-fluoro-7-oxo-7,8-dihydrobenzo[5,6]azepino[3,4-b]indol-6(5H)-yl)pentane-1,4-diyl)dicarbamate F[C@@H](CNC(OC(C)(C)C)=O)C[C@@H](CN1C(C=2NC=3C=CC(=CC3C2C2=C(C1)C=CC=C2)F)=O)NC(OC(C)(C)C)=O